NCC=1C=C(C2=C(CCO2)C1CO)C1=CC=C(C=C1)C#C (5-(aminomethyl)-7-(4-ethynylphenyl)-2,3-dihydrobenzofuran-4-yl)methanol